tert-butyl 2-aminospiro[3.3]heptane-6-carboxylate NC1CC2(C1)CC(C2)C(=O)OC(C)(C)C